BrC=1C=CC(N(C1)C1OCCCC1)=O 5-bromo-1-(tetrahydro-2H-pyran-2-yl)pyridin-2(1H)-one